C(C)(=O)C=1C([C@]2(C[C@H](C([C@@](C1O)(C2=O)CC=C)(C)C)CC2=CC=CC=C2)CC2=CC=CC=C2)=O (1R,5S,7R)-3-Acetyl-5-allyl-1,7-dibenzyl-4-hydroxy-6,6-dimethylbicyclo[3.3.1]non-3-en-2,9-dion